C(CCCCC)OC1=C(C=CC(=C1)OCCCCCC)C1=NC(=CC(=C1)C1=CC=C(C=C1)N(C1=CC=C(C=C1)C)C1=CC=C(C=C1)C)C1=C(C=C(C=C1)OCCCCCC)OCCCCCC 2,6-bis(2,4-dihexyloxyphenyl)-4-(4-bis(4-methylphenyl)aminophenyl)pyridine